1-phenyl-5-[(1-phenyl-1H-1,2,3,4-tetrazol-5-yl)disulfanyl]-1H-1,2,3,4-tetrazole C1(=CC=CC=C1)N1N=NN=C1SSC1=NN=NN1C1=CC=CC=C1